C(CCC)C1CS(C2=C(N(C1)C1=CC=C(C=C1)F)C=C(C(=C2)O\C=C(\C(=O)[O-])/F)SCC)(=O)=O (Z)-3-((3-butyl-7-(ethylsulfanyl)-5-(4-fluorophenyl)-1,1-dioxido-2,3,4,5-tetrahydro-1,5-benzothiazepin-8-yl) oxy)-2-fluoroacrylate